Racemic-tert-butyl methyl((4-(pyridin-4-yl)-1,3-dihydroisobenzofuran-1-yl)methyl)carbamate CN(C(OC(C)(C)C)=O)C[C@@H]1OCC2=C(C=CC=C12)C1=CC=NC=C1 |r|